N,N'-diethylcarbodiimide C(C)N=C=NCC